OC1CCN(CC1)C1C=2N(CCC1)N=C(C2)C(=O)NC2=C(C(=CC=C2)B2OC(C(O2)(C)C)(C)C)C 4-(4-hydroxy-1-piperidyl)-N-[2-methyl-3-(4,4,5,5-tetramethyl-1,3,2-dioxaborolan-2-yl)phenyl]-4,5,6,7-tetrahydropyrazolo[1,5-a]pyridine-2-carboxamide